4-(1-benzyl-2-(pyrrolidin-1-yl)-1H-imidazo[4,5-b]pyridin-6-yl)-3,5-dimethylisoxazole C(C1=CC=CC=C1)N1C(=NC2=NC=C(C=C21)C=2C(=NOC2C)C)N2CCCC2